C1(=CC=CC=C1)OC(=O)C(C(C(F)(F)F)(F)F)(C(=O)OC1=CC=CC=C1)F diphenylhexafluoropropanedicarboxylic acid